O1COC2=C1C=CC(=C2)OCC(=O)N(C=2SC=CN2)C2=NC=CC=C2 2-(1,3-benzodioxol-5-yloxy)-N-(2-pyridyl)-N-thiazol-2-yl-acetamide